C(C)(C)(C)N(C(O)=O)[C@@H]1C[C@@H](CCC1)N1C(=NC=2C=NC(=CC21)C#N)CC(C)C.ClC2=NC=CC(=N2)C2(CC2)C(=O)N (2-Chloropyrimidin-4-yl)cyclopropanecarboxamide tert-butyl-((1S,3R)-3-(6-cyano-2-isobutyl-1H-imidazo[4,5-c]pyridin-1-yl)cyclohexyl)carbamate